C1(=CC=CC=C1)C1=C(C(=O)OC2(COC2)C2=CC(=CC(=C2)N2CCC(CC2)C2=CC=C(C=C2)C(F)(F)F)N2CCOCC2)C=CC(=C1)OC1=CC=C(C=C1)\C=C\1/C(N(C(C1)=O)C1=CC(=CC=C1)Cl)=O 3-(3-morpholino-5-(4-(4-(trifluoromethyl)phenyl)piperidin-1-yl)phenyl)oxetan-3-ol phenyl-(Z)-4-(4-((1-(3-chlorophenyl)-2,5-dioxopyrrolidin-3-ylidene)methyl)phenoxy)benzoate